3-(6-methyl-5-((3-methylpyrrolidin-3-yl)oxy)pyrazin-2-yl)-1H-indole-7-carbonitrile CC1=C(N=CC(=N1)C1=CNC2=C(C=CC=C12)C#N)OC1(CNCC1)C